1,4-diamino-2,3-dimethylbutane NCC(C(CN)C)C